BrC1=NC(=CC=C1)C1CCN(CC1)C 2-bromo-6-(1-methylpiperidin-4-yl)-pyridine